C1(=CC=C(C=C1)[C@H](CC(=O)O)NC(=O)NC=1C(N(C=C(C1O)C)C)=O)C1=CC=CC=C1 (S)-3-(biphenyl-4-yl)-3-(3-(4-hydroxy-1,5-dimethyl-2-oxo-1,2-dihydropyridin-3-yl)ureido)propionic acid